C1(CC1)CNC1=NC=C(C(=N1)O[C@@H]1CN(CC1)CC(=O)NC=1C=CC=C2C(=CNC12)C1=NC(=NC=C1C)NC1=NN(C(=C1)C)C)F (S)-2-(3-((2-((cyclopropylmethyl)amino)-5-fluoropyrimidin-4-yl)oxy)pyrrolidin-1-yl)-N-(3-(2-((1,5-dimethyl-1H-pyrazol-3-yl)amino)-5-methylpyrimidin-4-yl)-1H-indol-7-yl)acetamide